isopentane hydrochloride Cl.CCC(C)C